Cl.N[C@H]1[C@@H](CCC(C1)(C)C)O |r| rac-(1r,2r)-2-amino-4,4-dimethylcyclohexane-1-ol hydrochloride